N-(3-fluorophenyl)-3-[4-[(2-methoxyacetyl)amino]phenyl]-N-methyl-pyrazolo[1,5-a]pyridine-5-carboxamide FC=1C=C(C=CC1)N(C(=O)C1=CC=2N(C=C1)N=CC2C2=CC=C(C=C2)NC(COC)=O)C